1,2-dimethyl-7-(pyrimidin-5-yl)-1H-benzo[d]Imidazole-5-carboxylic acid methyl ester COC(=O)C1=CC2=C(N(C(=N2)C)C)C(=C1)C=1C=NC=NC1